COC([C@@H](NC(CCCOCC1=CC=CC=C1)=O)CC1=CC=CC=C1)=O N-[4-(benzyloxy)butanoyl]-L-phenylalanine methyl ester